(3'-amino-2-chloro-2'-methyl-[1,1'-biphenyl]-3-yl)-1,5-dimethyl-4,5,6,7-tetrahydro-1H-imidazo[4,5-c]Pyridine-2-carboxamide NC=1C(=C(C=CC1)C1=C(C(=CC=C1)C1N(CCC2=C1N=C(N2C)C(=O)N)C)Cl)C